(10S,13S,16R,17R)-17-hydroxy-17-(2-hydroxyacetyl)-10,13,16-trimethyl-6,7,8,10,12,13,14,15,16,17-decahydro-1H-cyclopenta[a]phenanthren-3(2H)-one O[C@@]1([C@@H](CC2C3CCC4=CC(CC[C@@]4(C3=CC[C@]12C)C)=O)C)C(CO)=O